CCCC(C)S(=O)(=O)O 1-methyl-3-butylsulfonic acid